IC1=CN(C2=C1C=NC=C2)C2=NC(=NC=C2)C 3-iodo-1-(2-methylpyrimidin-4-yl)-1H-Pyrrolo[3,2-c]Pyridine